C1CCC12CCC(CC2)=O spiro[3.5]nonan-7-one